BrC=1C=CC2=C(C(=CO2)CC(C)=O)C1 1-(5-bromobenzofuran-3-yl)propan-2-one